3-({3-[(2S)-2-(4-chlorophenyl)-2-hydroxyethyl]-1,2,4-oxadiazol-5-yl}methyl)-5-methyl-1-[(1-methyl-1H-pyrazol-4-yl)methyl]-1,2,3,4-tetrahydropyrimidine-2,4-dione ClC1=CC=C(C=C1)[C@H](CC1=NOC(=N1)CN1C(N(C=C(C1=O)C)CC=1C=NN(C1)C)=O)O